S(=O)(=O)(O)O.NC1=CC(=CC=C1)C meta-toluidine sulfate salt